C1(=CC=CC=C1)[Si]1(C2=CC=CC=C2C1)C 7-phenyl-7-methyl-7-silabicyclo[4.2.0]oct-1,3,5-triene